(S)-2-amino-5-(2,3-dimethoxyphenyl)-4-oxo-4,5-dihydrofuran-3-yl-5-d phenylmethanesulfonate C1(=CC=CC=C1)CS(=O)(=O)OC1=C(O[C@@](C1=O)([2H])C1=C(C(=CC=C1)OC)OC)N